O1CC(C1)O (3S)-Oxetan-3-ol